C(CCCCCCCCCCC)(=O)[O-].C(CCCCCCCCCCC)(=O)[O-].C(CCC)[Sn+2]CCCC.C(CCC)[Sn+2]CCCC bis-dibutyltin dilaurate